tert-butyl N-[3-[methyl-[4-(methylamino)-4-oxo-butyl]amino]propyl]carbamate CN(CCCNC(OC(C)(C)C)=O)CCCC(=O)NC